5-(morpholine-4-carbonyl)-1H-indole-2-carbaldehyde N1(CCOCC1)C(=O)C=1C=C2C=C(NC2=CC1)C=O